[Li].C(CC)C1=CC=CC1 n-propylcyclopentadiene lithium